2-naphthyl-boric acid C1=C(C=CC2=CC=CC=C12)OB(O)O